CC=1SC(=C(C1Br)C)Br 2,4-dimethyl-3,5-dibromothiophene